C1(CCC1)CC(C(=O)NC=1C=CC=C2C=CC=NC12)C=C 2-(Cyclobutylmethyl)-N-(quinolin-8-yl)but-3-enamide